CCCCC/C=C\C=C\CCCCCCCCC(=O)O trans-10-cis-12-octadecadienoic acid